Natrium (S)-3-(5-Methoxy-3'-(trifluoromethoxy)biphenyl-3-yl)-3-(3-(1-methyl-4-oxido-2-oxo-1,2-dihydropyridin-3-yl)ureido)propanoat COC=1C=C(C=C(C1)C1=CC(=CC=C1)OC(F)(F)F)[C@H](CC(=O)[O-])NC(=O)NC=1C(N(C=CC1[O-])C)=O.[Na+].[Na+]